6'-(5-Amino-2-methylphenyl)-2'-chloro-5',6'-dihydro-7'H-spiro[cyclopropane-1,8'-pyrido[4,3-d]pyrimidin]-7'-one NC=1C=CC(=C(C1)N1CC2=C(N=C(N=C2)Cl)C2(C1=O)CC2)C